tricyclo[4.4.0.12,5]Undec-3-ene C12C3C=CC(C2CCCC1)C3